methoxy-N-methyl-N-isopropyl-tryptamine COC(N(C(C)C)C)CC1=CNC2=CC=CC=C12